tri-bromoborane BrB(Br)Br